[Na+].P(=O)([O-])([O-])OC[C@@H]1[C@H]([C@H]([C@@H](O1)[15N]1C(=O)[15NH]C(=O)C=C1)O)O.[Na+] uridine-15N2 5'-monophosphate sodium salt